OCC=1NCNN1 5-(hydroxymethyl)-2,4-dihydro-3H-1,2,4-triazol